(2R,3R,4R,5R,6R)-5-((6-fluoropyridin-2-yl)amino)-2-(hydroxymethyl)-6-methoxytetrahydro-2H-pyran-3,4-diol FC1=CC=CC(=N1)N[C@@H]1[C@H]([C@H]([C@H](O[C@H]1OC)CO)O)O